sodium 3-cyano-6-ethyl-2-oxo-1,2-dihydro-1,7-naphthyridin-4-olate C(#N)C=1C(NC2=CN=C(C=C2C1[O-])CC)=O.[Na+]